(1s,3r)-3-((5-([1,2,4]triazolo[1,5-a]pyridin-6-yl)-4-(methoxy-d3)pyrrolo[2,1-f][1,2,4]triazin-2-yl)amino)-1-ethylcyclobutan-1-ol N=1C=NN2C1C=CC(=C2)C=2C=CN1N=C(N=C(C12)OC([2H])([2H])[2H])NC1CC(C1)(O)CC